N-{cis-4-hydroxy-4-[(methylsulfonyl)methyl]cyclohexyl}-4,4-dimethyl-2''-oxo-1'',2''-dihydrodispiro[cyclohexane-1,2'-pyrrolidine-3',3''-indole]-5'-carboxamide OC1(CCC(CC1)NC(=O)C1CC2(C(NC3=CC=CC=C23)=O)C2(N1)CCC(CC2)(C)C)CS(=O)(=O)C